(S)-(1-(methoxy(methyl)amino)-1-oxopropan-2-yl)carbamic acid tert-butyl ester C(C)(C)(C)OC(N[C@H](C(=O)N(C)OC)C)=O